N2-(2-ethoxy-4-(4-methyl-4H-1,2,4-triazol-3-yl)phenyl)-N8-((1-methoxycyclobutyl)methyl)-6-methylpyrido[3,4-d]pyrimidine-2,8-diamine C(C)OC1=C(C=CC(=C1)C1=NN=CN1C)NC=1N=CC2=C(N1)C(=NC(=C2)C)NCC2(CCC2)OC